ClC1=C(C(=CC=C1)Cl)N1C=2N(C3=C(C1=O)C=NC(=N3)NC3=CC(=C(C=C3)N3CCN(CC3)C)C(F)(F)F)CCN2 6-(2,6-dichlorophenyl)-2-((4-(4-methylpiperazin-1-yl)-3-(trifluoromethyl)phenyl)amino)-8,9-dihydroimidazo[1,2-a]pyrimido[5,4-e]pyrimidin-5(6H)-one